1,3,5-tris(4-carboxyphenyloxy)benzene C(=O)(O)C1=CC=C(C=C1)OC1=CC(=CC(=C1)OC1=CC=C(C=C1)C(=O)O)OC1=CC=C(C=C1)C(=O)O